(2R,3R,4R,5R)-5-(2-amino-6-ethoxy-9H-purin-9-yl)-4-fluoro-2-(hydroxymethyl)-4-methyltetrahydrofuran-3-ylisobutyrate NC1=NC(=C2N=CN(C2=N1)[C@H]1[C@]([C@@H]([C@H](O1)CO)OC(C(C)C)=O)(C)F)OCC